NC1=NC=CC(=C1Cl)[S-].[Na+] sodium 2-amino-3-chloropyridine-4-thiolate